(R*)-1-(8-chloro-10,11-dihydrobenzo[6,7]oxepino[3,2-b]pyridin-10-yl)-N-methylmethanamine ClC=1C=CC2=C([C@@H](CC3=NC=CC=C3O2)CNC)C1 |o1:6|